O=C1NC(CCC1N1C(N(C2=C1C=CC(=C2)C#CCN2CC1(C2)CN(CC1)C(=O)OC(C)(C)C)C)=O)=O Tert-butyl 2-(3-(1-(2,6-dioxopiperidin-3-yl)-3-methyl-2-oxo-2,3-dihydro-1H-benzo[d]imidazol-5-yl)prop-2-yn-1-yl)-2,6-diazaspiro[3.4]octane-6-carboxylate